N1C2=C(OCCC1)N=CC=C2 1,2,3,4-tetrahydropyrido[2,3-b][1,4]oxazepine